bromopyrimidine-2-carboxylic acid BrC1=NC(=NC=C1)C(=O)O